N-(3-Cyano-5-(2-cyclohexylethyl)-6-methyl-4,5,6,7-tetrahydrothieno[3,2-c]pyridin-2-yl)-2-(4-sulfamoylphenyl)acetamid C(#N)C1=C(SC2=C1CN(C(C2)C)CCC2CCCCC2)NC(CC2=CC=C(C=C2)S(N)(=O)=O)=O